(6-(4-((2-(2-(6,6-dimethyl-4,5,6,7-tetrahydro-1H-indazol-3-yl)-1H-indol-6-yl)-1-oxo-2,8-diazaspiro[4.5]decan-8-yl)methyl)piperidin-1-yl)pyridin-3-yl)piperidine-2,6-dione CC1(CCC=2C(=NNC2C1)C=1NC2=CC(=CC=C2C1)N1C(C2(CC1)CCN(CC2)CC2CCN(CC2)C2=CC=C(C=N2)N2C(CCCC2=O)=O)=O)C